C(C)(C)(C)C1=CC(=C(C=C1)OC(C)C)I 4-tert-butyl-2-iodo-1-isopropoxybenzene